[3-fluoro-5-methoxy-4-[1-methyl-4-(trifluoromethyl)imidazol-2-yl]phenyl]methanol FC=1C=C(C=C(C1C=1N(C=C(N1)C(F)(F)F)C)OC)CO